N-methyl-N-phenyl-4-(trifluoromethyl)aniline CN(C1=CC=C(C=C1)C(F)(F)F)C1=CC=CC=C1